C(=C)[Sn](C=C)(C=C)C=C tetra-vinyl-tin